2-(3,4-dihydroxybenzylidene)-5-hydroxy-2,3-dihydro-1H-inden-1-one OC=1C=C(C=C2C(C3=CC=C(C=C3C2)O)=O)C=CC1O